ClC=1C=C(C=C(C1CC1=CC(=C(C=C1)O)C(C)C)Cl)/C=C(/C(=O)O)\C (E)-3-(3,5-dichloro-4-(4-hydroxy-3-isopropylbenzyl)phenyl)-2-methylacrylic acid